(+)-ethyl 2-(2-((2-(((R)-1,1-dimethylethylsulfinamido)(phenyl)methyl)-7-iodobenzofuran-5-yl)methoxy)phenyl)acetate CC(C)(C)[S@@](=O)NC(C=1OC2=C(C1)C=C(C=C2I)COC2=C(C=CC=C2)CC(=O)OCC)C2=CC=CC=C2